N-methyl-N-(4-((2-oxo-2,3-dihydro-1H-benzo[d]imidazol-1-yl)methyl)benzyl)acetamide CN(C(C)=O)CC1=CC=C(C=C1)CN1C(NC2=C1C=CC=C2)=O